COC(=O)C=1C(N(C2=CC(=CC=C2C1Cl)C(F)(F)F)C1=CC(=CC=C1)CO)=O 4-chloro-1-(3-(hydroxymethyl)phenyl)-2-oxo-7-(trifluoromethyl)-1,2-dihydroquinoline-3-carboxylic acid methyl ester